3,4-dihydroxy-4'-tert-butylbenzophenone OC=1C=C(C(=O)C2=CC=C(C=C2)C(C)(C)C)C=CC1O